3-fluoro-5-{[(3S)-3-methylpiperidin-1-yl]methyl}-N-{3-[(1S,3S)-3-(cyanomethyl)-1-(4-methyl-1,2,4-triazol-3-yl)cyclobutyl]phenyl}pyrazolo[1,5-a]pyridine-7-carboxamide FC=1C=NN2C1C=C(C=C2C(=O)NC2=CC(=CC=C2)C2(CC(C2)CC#N)C2=NN=CN2C)CN2C[C@H](CCC2)C